S(CCC(C(=O)[O-])CC1=CC(=C(C(=C1)C(C)(C)C)O)C(C)(C)C)CCC(C(=O)[O-])CC1=CC(=C(C(=C1)C(C)(C)C)O)C(C)(C)C 2,2'-thiodiethylene-bis[3-(3,5-di-tert-butyl-4-hydroxyphenyl)propionate]